N-((1S,4S)-4-(6-(2-chloro-3-fluorophenyl)-5-methyl-2-((3-methyl-4-((3S,5R)-3,4,5-trimethylpiperazin-1-yl)phenyl)amino)-7-oxopyrido[2,3-d]pyrimidin-8(7H)-yl)cyclohexyl)propanamide ClC1=C(C=CC=C1F)C1=C(C2=C(N=C(N=C2)NC2=CC(=C(C=C2)N2C[C@@H](N([C@@H](C2)C)C)C)C)N(C1=O)C1CCC(CC1)NC(CC)=O)C